BrC=1C=C(C=C(C1)C(F)(F)F)[C@H](CC(=O)OCC)NC(=O)OC(C)(C)C Ethyl (S)-3-(3-bromo-5-(trifluoromethyl)phenyl)-3-((tert-butoxycarbonyl)amino)propanoate